ClC=1C=C2C=CC=NC2=CC1C(=O)NC1=CC(=NN1C)C1=C(C=C(C=C1)F)C 6-Chloro-N-(3-(4-fluoro-2-methylphenyl)-1-methyl-1H-pyrazol-5-yl)quinoline-7-carboxamide